O=C1N(CCC(N1)=O)C1=CC=C2C=C(NC2=C1)C1CCN(CC1)C(=O)OC(C)(C)C tert-butyl 4-(6-(2,4-dioxotetrahydropyrimidin-1(2H)-yl)-1H-indol-2-yl)piperidine-1-carboxylate